O(C1=CC=C(C=C1)SC#C[Si](C)(C)C)C1=CC=C(C=C1)SC#C[Si](C)(C)C (((oxybis(4,1-phenylene))bis(sulfanediyl))bis(ethyne-2,1-diyl))bis(trimethylsilane)